N-methyl-4-(5-methyl-4-(4-phenoxybenzyl)oxazol-2-yl)aniline CNC1=CC=C(C=C1)C=1OC(=C(N1)CC1=CC=C(C=C1)OC1=CC=CC=C1)C